C[Si]1(OCCCCCCCCCCCC\C=C/CCCCCCCCCCCC(O1)OCCCCCCN(CCO)CCO)C (Z)-2,2'-((6-((2,2-dimethyl-1,3-dioxa-2-silacyclononacos-16-en-4-yl)oxy)hexyl)azanediyl)bis(ethan-1-ol)